4-[1-(2,3-dihydro-1-benzofuran-4-yl)ethyl]-1H-imidazole O1CCC2=C1C=CC=C2C(C)C=2N=CNC2